[Sn].[Zn].[In] indium Zinc Tin